C(C)SC1=NN2C(N=CC=C2C2=CC=C(C=C2)F)=C1C1=NC2=C(C=NC(=C2)C(F)(F)F)N1C 2-(2-(ethylthio)-7-(4-fluorophenyl)pyrazolo[1,5-a]pyrimidin-3-yl)-3-methyl-6-(trifluoromethyl)-3H-imidazo[4,5-c]pyridine